C1(CCCCC1)OC(=O)N1CC=CC1 3-pyrroline-1-carboxylic acid cyclohexyl ester